6-({3,9-bis[(1-hydroxy-6-oxopyridin-2-yl)methyl]-3,6,9,15-tetraazabicyclo[9.3.1]pentadec-1(15),11,13-trien-6-yl}methyl)-1-hydroxypyridin-2-one ON1C(=CC=CC1=O)CN1CC=2C=CC=C(CN(CCN(CC1)CC1=CC=CC(N1O)=O)CC=1N(C(C=CC1)=O)O)N2